6-butyl-5-(2,6-dimethoxyphenyl)-3-[4-(pyrrolidin-1-yl)piperidine-1-carbonyl]pyridine-2,4-diol C(CCC)C1=C(C(=C(C(=N1)O)C(=O)N1CCC(CC1)N1CCCC1)O)C1=C(C=CC=C1OC)OC